Tert-butyl (2-(3-((tert-butyldiphenylsilyl)oxy)-N-methylpropanamido)-3,3,3-trifluoropropyl)carbamate [Si](C1=CC=CC=C1)(C1=CC=CC=C1)(C(C)(C)C)OCCC(=O)N(C)C(CNC(OC(C)(C)C)=O)C(F)(F)F